(2-(4-pyrimidinyl)ethyl)-2,3,4,9-tetrahydro-1H-carbazol-1-amine N1=CN=C(C=C1)CCC1(CCCC=2C3=CC=CC=C3NC12)N